NCC=1C=C2C=CN=C(C2=CC1)N(C(OC(C)(C)C)=O)C(=O)OC(C)(C)C tert-butyl (6-(aminomethyl)isoquinolin-1-yl)(tert-butoxycarbonyl)carbamate